Cl.ClC1=CC=C(CNC2=NC3=CC=CC(=C3C(=C2)N2CCC(CC2)NC(C)(C)C)OC)C=C1 2-(4-chlorobenzylamino)-4-(4-tert-butylaminopiperidin-1-yl)-5-methoxyquinoline Hydrochloride Salt